Tert-Butyl-3-[(5-[[2-(2,6-Dioxopiperidin-3-Yl)-1,3-Dioxoisoindol-5-Yl]Amino]Pentyl) Sulfamoyl]Azetidine-1-Carboxylate C(C)(C)(C)OC(=O)N1CC(C1)S(NCCCCCNC=1C=C2C(N(C(C2=CC1)=O)C1C(NC(CC1)=O)=O)=O)(=O)=O